C(C)OC(=O)C1=C(C(=NN1)C)C.C(C)(C)C1=NOC(=N1)N1CCN(CC1)C(=O)[C@H]1CN(CCC1)S(=O)(=O)C1=CC=C(C=C1)S(=O)(=O)C(CC)CC (R)-(4-(3-isopropyl-1,2,4-oxadiazol-5-yl)piperazin-1-yl)(1-((4-(pentan-3-ylsulfonyl)phenyl)sulfonyl)piperidin-3-yl)methanone ethyl-3,4-dimethyl-1H-pyrazole-5-carboxylate